C1C2(CCC3=CC=CC=C13)CC2 3',4'-dihydro-1'H-spiro[cyclopropan-1,2'-naphthalen]